C1(CCCCCN1)=O.C1(CCCCCN1)=O.[Na] sodium bis-caprolactam